6-(4-chloro-3-fluorophenyl)-2-methyl-N-{1-[5-(1-methyl-1H-pyrazol-4-yl)pyridin-3-yl]ethyl}pyrimidin ClC1=C(C=C(C=C1)C1=CC=NC(N1C(C)C=1C=NC=C(C1)C=1C=NN(C1)C)C)F